[Co].N1N=CC=C1 pyrazole cobalt